O=C(\C(\C)=N\OC[C@H](C)NC1=C(C(NN=C1)=O)C(F)(F)F)N1CCN(CC1)C1=NC=C(C=N1)C(F)(F)F (S,E)-5-((1-(((1-oxo-1-(4-(5-(trifluoromethyl)pyrimidin-2-yl)piperazin-1-yl)propan-2-ylidene)amino)oxy)propan-2-yl)amino)-4-(trifluoromethyl)pyridazin-3(2H)-one